Ethyl (5R)-2-[6-fluoro-2-(2-oxa-6-azaspiro[3.3]heptan-6-yl)pyridin-3-yl]-5-methyl-6,7-dihydro-5H-pyrazolo[5,1-b][1,3]oxazine-3-carboxylate FC1=CC=C(C(=N1)N1CC2(COC2)C1)C1=NN2C(O[C@@H](CC2)C)=C1C(=O)OCC